4-(6-(5-((2,4-difluorobenzyl)amino)-6-methoxypyridin-3-yl)quinazolin-4-yl)piperazin FC1=C(CNC=2C=C(C=NC2OC)C=2C=C3C(=NC=NC3=CC2)N2CCNCC2)C=CC(=C1)F